NC1=NC2=C(C3=CN=CC=C13)C=C(C=C2)C(=O)N(C2COC1=NC(=CC=C12)C(F)(F)F)CC1CC1 5-amino-N-(cyclopropylmethyl)-N-(6-(trifluoromethyl)-2,3-dihydrofuro[2,3-b]pyridin-3-yl)benzo[c][2,6]naphthyridin-9-carboxamide